N1(CCOCC1)C1=C(C=CC(=N1)CC(C#N)C(C)=O)C(F)(F)F 2-{[6-(morpholin-4-yl)-5-(trifluoromethyl)pyridin-2-yl]Methyl}-3-oxo-butyronitrile